ethylene bistridecanedioate C(CCCCCCCCCCCC(=O)[O-])(=O)OCCOC(CCCCCCCCCCCC(=O)[O-])=O